4-(4,6-Dimethoxypyrimidin-2-oxy)benzaldehyde oxime COC1=NC(=NC(=C1)OC)OC1=CC=C(C=NO)C=C1